CN(CCN1N=C2C(CN(C=3C(=CC=CC23)[N+](=O)[O-])C)=C1)C N,N-dimethyl-2-(5-methyl-6-nitro-4,5-dihydro-2H-pyrazolo[4,3-c]quinolin-2-yl)ethan-1-amine